C(COC(C)O)O 1,4-diethylene glycol